CC1=NC=CC(=N1)NC1=NC=CC(=C1)C1=CC(NC(=C1)C=1C(=NC=CC1)C(F)(F)F)=O 4-[2-[(2-methylpyrimidin-4-yl)amino]-4-pyridinyl]-6-[2-(trifluoromethyl)-3-pyridinyl]-1H-pyridin-2-one